tert-butyl ((3-hydroxyisoxazol-5-yl)methyl)carbamate OC1=NOC(=C1)CNC(OC(C)(C)C)=O